(R)-6-(4-fluoro-5-(4-isobutyl-2-methylpiperazin-1-yl)-3-isopropyl-1H-pyrrolo[2,3-c]pyridin-2-yl)-7,8-dimethyl-[1,2,4]triazolo[1,5-a]pyridine FC1=C2C(=CN=C1N1[C@@H](CN(CC1)CC(C)C)C)NC(=C2C(C)C)C=2C(=C(C=1N(C2)N=CN1)C)C